dimethylbenzothiazol-2-amine CC=1C=CC2=C(N=C(S2)N)C1C